1-phenyl-3-ferrocenyl-ketene-13C C1(=CC=CC=C1)[C-]1C=C(C=C1)[13CH]=C=O.[CH-]1C=CC=C1.[Fe+2]